trimethyl-monoallyl-sodium chloride [Cl-].CC(C[Na])=C(C)C